O1C(=NCC1)CCCCCCCCCCC=1OCCN1 decamethylenebis(2-oxazoline)